NCCCN(CCCCCCCCCC(=O)OCCCCC)CCCCC(=O)OC(CCCCCCCC)CCCCCCCC Pentyl 10-((3-aminopropyl)(5-(heptadecan-9-yloxy)-5-oxopentyl)amino)decanoate